ethylene-bis(tetrabromo-phthalimide) C(CC1=C2C(C(=O)N(C2=O)Br)=C(C(=C1Br)Br)Br)C1=C2C(C(=O)N(C2=O)Br)=C(C(=C1Br)Br)Br